7-chloro-2-(trans-4-aminocyclohexyl)-N-[(4,6-dimethyl-2-oxo-1,2-dihydropyridin-3-yl)methyl]-2,4-dimethyl-1,3-benzodioxole-5-formamide ClC1=CC(=C(C2=C1OC(O2)(C)[C@@H]2CC[C@H](CC2)N)C)C(=O)NCC=2C(NC(=CC2C)C)=O